COC1=CC=CC(=N1)CC1N2CCC(C1)CC2 2-((6-methoxypyridin-2-yl)methyl)quinuclidine